1,3-Dicyclohexylurea C1(CCCCC1)NC(=O)NC1CCCCC1